FC1(C(CNC1)NC(=O)C1=C(OC2=C1C=C(C=C2)OCC2=C(C=CC=C2)C(F)(F)F)C)F N-(4,4-difluoropyrrolidin-3-yl)-2-methyl-5-((2-(trifluoromethyl)benzyl)oxy)benzofuran-3-carboxamide